OC1(CC(C1)C(=O)N1CC2(C1)CCC(CC2)OC2=NC(=CC=C2C(F)(F)F)C)C ((1s,3s)-3-Hydroxy-3-methylcyclobutyl)(7-((6-methyl-3-(trifluoromethyl)pyridin-2-yl)oxy)-2-azaspiro[3.5]nonan-2-yl)methanone